1-(2,6-diisopropylphenyl)-N2-(3-(3-(pyridin-2-yl)phenoxy)phenyl)benzene-1,2-diamine C(C)(C)C1=C(C(=CC=C1)C(C)C)C1(C(C=CC=C1)NC1=CC(=CC=C1)OC1=CC(=CC=C1)C1=NC=CC=C1)N